(2R)-2-(2-hydroxyethoxy)propan-1-ol OCCO[C@@H](CO)C